C1N(CCC2=CC=CC=C12)[C@@H]1[C@H](CN(CC1)C(=O)C1=CC2=C(OC(C(N2)=O)CC)C=C1)O 6-((3S,4S)-4-(3,4-dihydroisoquinolin-2(1H)-yl)-3-hydroxypiperidine-1-carbonyl)-2-ethyl-2H-benzo[b][1,4]oxazin-3(4H)-one